1-(1,3-Benzodioxol-5-yl)-N-(1,1,2,2,2-pentadeuterioethyl)propan-2-amine hydrochloride Cl.O1COC2=C1C=CC(=C2)CC(C)NC(C([2H])([2H])[2H])([2H])[2H]